(1,3-phenylene)-bisoxazoline C1(=CC(=CC=C1)C=1OCCN1)C=1OCCN1